FC([Si](C(F)(F)F)(C(F)(F)F)C(C(C(C(C(C(F)(F)F)(F)F)(F)F)(F)F)(F)F)(F)F)(F)F perfluorohexyl-trimethyl-silane